4-amino-8-bromo-N-cyclopropyl-7-fluoroisoquinoline-3-carboxamide NC1=C(N=CC2=C(C(=CC=C12)F)Br)C(=O)NC1CC1